3-Phenanthreneformic acid tert-butyl-1-cyclopropyl-4-((11,11-dimethyl-3,9-dioxo-1-phenyl-2,10-dioxa-4,7,8-triazadodecan-7-yl)carbonyl)-6-oxo-1,6-dihydropyridine-3-carboxylate C(C)(C)(C)OC(=O)C1=CN(C(C=C1C(=O)N(CCNC(OCC1=CC=CC=C1)=O)NC(OC(C)(C)C)=O)=O)C1CC1.C1=CC(=CC=2C3=CC=CC=C3C=CC12)C(=O)O